1-(3-chlorophenyl)-3-(2,6-difluoropyridin-4-yl)urea ClC=1C=C(C=CC1)NC(=O)NC1=CC(=NC(=C1)F)F